CC1C2=C(OC1N1CCOCC1)C1=CC=CC=C1C(=C2)O 3-methyl-2-morpholino-2,3-dihydronaphtho[1,2-b]Furan-5-ol